CC1=C(C=CC(=C1)C)S(=O)(=O)OC(C)C isopropyl 2,4-dimethylbenzenesulfonate